5-(2-methylimidazo[1,2-b]pyridazin-6-yl)-N-((1-(trifluoromethyl)cyclopropyl)methyl)-7H-pyrrolo[2,3-d]pyrimidin-2-amine CC=1N=C2N(N=C(C=C2)C2=CNC=3N=C(N=CC32)NCC3(CC3)C(F)(F)F)C1